N,N'-diphenyl-N,N'-bis[4-(phenyl-m-tolyl-amino)-phenyl]-biphenyl-4,4'-diamine C1(=CC=CC=C1)N(C1=CC=C(C=C1)C1=CC=C(C=C1)N(C1=CC=C(C=C1)N(C=1C=C(C=CC1)C)C1=CC=CC=C1)C1=CC=CC=C1)C1=CC=C(C=C1)N(C=1C=C(C=CC1)C)C1=CC=CC=C1